C(C)(=O)NC1=CC=C(C=C1)C[C@@H](C(=O)O)OC |r| racemic-N-acetyl-(S)-(-)-3-(4-aminophenyl)-2-methoxypropionic acid